ClC=1C=C(C=CC1F)C(C=1NC=C(N1)S(=O)(=O)NC1COCC1)C1=CC(=C(C=C1)F)F 2-((3-chloro-4-fluorophenyl)(3,4-difluorophenyl)methyl)-N-(tetrahydrofuran-3-yl)-1H-imidazole-4-sulfonamide